C(C)(C)C=1C=C(C=C(C1N1C(=NC2=C1C=CC=C2)C2=CC=CC=1C3=C(OC12)C=C1C=C(C=CC1=C3)C([2H])([2H])[2H])C(C)C)C3=CC=CC=C3 1-(3,5-diisopropyl-[1,1'-biphenyl]-4-yl)-2-(8-(methyl-d3)naphtho[2,3-b]benzofuran-4-yl)-1H-benzo[d]imidazole